1-(4-chlorophenyl)-4-methylene-3-(p-tolyl)-3-azabicyclo[3.1.0]hexane-2-one ClC1=CC=C(C=C1)C12C(N(C(C2C1)=C)C1=CC=C(C=C1)C)=O